C(C)N1C(N(C2=C1C=C(C(=C2)C2=NC1=C(C=NC(=C1)C(F)(F)F)N2C)S(=O)(=O)CC)C)=O 1-ethyl-6-ethylsulfonyl-3-methyl-5-[3-methyl-6-(trifluoromethyl)imidazo[4,5-c]pyridin-2-yl]benzimidazol-2-one